FC1=C(CNC2=NC=CC(=N2)O[C@@H]2C[C@@H](N(CC2)CC2=NC3=C(N2C[C@H]2OCC2)C=C(C=C3)C(=O)O)C)C=CC(=C1)F 2-(((2S,4S)-4-((2-((2,4-Difluorobenzyl)amino)pyrimidin-4-yl)oxy)-2-methylpiperidin-1-yl)methyl)-1-(((S)-oxetan-2-yl)methyl)-1H-benzo[d]imidazole-6-carboxylic acid